NC1=NNC(=C1C(=O)NC=1C=NC=CC1N1CCN(CC1)C)N 3,5-diamino-N-[4-(4-methylpiperazin-1-yl)-3-pyridyl]-1H-pyrazole-4-carboxamide